P(=O)(O)(OCC(O)CO)OCCN glycero-1-phosphoethanolamine